N-(3-(2-((4-aminocyclohexyl)amino)quinazolin-6-yl)-2,4-difluorophenyl)-6-chloro-1-hydroxy-2,3-dihydro-1H-indene-4-sulfonamide NC1CCC(CC1)NC1=NC2=CC=C(C=C2C=N1)C=1C(=C(C=CC1F)NS(=O)(=O)C=1C=2CCC(C2C=C(C1)Cl)O)F